(M)-3-chloro-4-(3-hydroxy-2,6-dimethylphenyl)-1-methyl-1H-pyrrolo[2,3-b]pyridine-6-carboxamide ClC1=CN(C2=NC(=CC(=C21)C2=C(C(=CC=C2C)O)C)C(=O)N)C